(2S,4R)-1-((S)-2-amino-3,3-dimethylbutanoyl)-4-hydroxy-N-((S)-1-(3-methoxy-1-methyl-1H-indazol-5-yl)ethyl)pyrrolidine-2-carboxamide N[C@H](C(=O)N1[C@@H](C[C@H](C1)O)C(=O)N[C@@H](C)C=1C=C2C(=NN(C2=CC1)C)OC)C(C)(C)C